N-(2-cyano-3-methylbutan-2-yl)-2-(3-(6-(difluoromethoxy)pyridin-3-yl)-6-oxopyridazin-1(6H)-yl)acetamide C(#N)C(C)(C(C)C)NC(CN1N=C(C=CC1=O)C=1C=NC(=CC1)OC(F)F)=O